(1R,5S)-3-(2-chloro-7-(methylsulfanyl)pyrimido[4,5-d]pyrimidin-4-yl)-3,8-diazabicyclo[3.2.1]octane-8-carboxylic acid tert-butyl ester C(C)(C)(C)OC(=O)N1[C@H]2CN(C[C@@H]1CC2)C2=NC(=NC1=NC(=NC=C12)SC)Cl